C12(CC3CC(CC(C1)C3)C2)NCCCCS(=O)(=O)O 4-(1-adamantyl)aminobutane-1-sulfonic acid